FC=1C=NC2=CC=C(N=C2C1)C 3-fluoro-6-methyl-1,5-naphthyridin